2-iodo-4-(2-methoxypyridin-3-yl)-5-methyl-1H-pyrrole-3-carboxylic acid IC=1NC(=C(C1C(=O)O)C=1C(=NC=CC1)OC)C